The molecule is a hydroxy fatty acid ascaroside anion that is the conjugate base of oscr#16, obtained by deprotonation of the carboxy group; major species at pH 7.3. It is a conjugate base of an oscr#16. C[C@H]1[C@@H](C[C@H]([C@@H](O1)OCCCCCCCCCC(=O)[O-])O)O